C(C1=CC=CC=C1)N1CCN(CC1)C1=C(C=NC2=CC=CC=C12)NC(C1=CC=C(C=C1)CCl)=O N-(4-(4-benzylpiperazin-1-yl)quinolin-3-yl)-4-(chloromethyl)benzamide